6'-fluoro-N-(4-fluoro-3-((2,2,2-trifluoroethyl)carbamoyl)benzyl)-4'-oxo-3',4'-dihydro-1'H-spiro[piperidine-4,2'-quinoline]-1-carboxamide FC=1C=C2C(CC3(NC2=CC1)CCN(CC3)C(=O)NCC3=CC(=C(C=C3)F)C(NCC(F)(F)F)=O)=O